N-(3-(2-hydroxypropyl)-1,2,4-thiadiazol-5-yl)-4-(3-(trifluoromethyl)phenyl)furan-2-carboxamide OC(CC1=NSC(=N1)NC(=O)C=1OC=C(C1)C1=CC(=CC=C1)C(F)(F)F)C